C(C)(C)N1N=CC(=C1)N\C(\CC)=C\1/C(NC2=CC=C(C=C12)C(=O)O)=O (Z)-3-(1-((1-isopropyl-1H-pyrazol-4-yl)amino)propylidene)-2-oxoindoline-5-carboxylic acid